FC(C1CC=NO1)F (E)-5-(difluoromethyl)-4H-isoxazole